C(C(=O)[O-])(=O)[O-].C(C)[Mn+2](CC)(CC)CC tetraethyl-manganese oxalate